(3-acetamido-5-methoxyphenoxy)-7-methoxyquinoline-6-carboxamide C(C)(=O)NC=1C=C(OC2=NC3=CC(=C(C=C3C=C2)C(=O)N)OC)C=C(C1)OC